C1(=CC=CC=C1)C1=CC(=CN1)S(=O)(=O)N 5-phenyl-1H-pyrrole-3-sulfonamide